BrC=1C(=C(C=CC1)NC(=O)C1=NN2C(C(CCC2)O)=C1)C N-(3-bromo-2-methyl-phenyl)-4-hydroxy-4,5,6,7-tetrahydropyrazolo[1,5-a]pyridine-2-carboxamide